(R)-2-(((allyloxy)carbonyl)oxy)propanoic acid C(C=C)OC(=O)O[C@@H](C(=O)O)C